3-(5-carboxyl-amyl)-1,1,2-trimethyl-1H-benzo[e]indole C(=O)(O)CCCCCN1C(C(C=2C3=C(C=CC12)C=CC=C3)(C)C)C